[(2R,3S,5R)-5-(6-amino-2-fluoro-9H-purin-9-yl)-3-(butanoyloxy)-2-ethynyloxolan-2-yl]methyl decanoate C(CCCCCCCCC)(=O)OC[C@]1(O[C@H](C[C@@H]1OC(CCC)=O)N1C2=NC(=NC(=C2N=C1)N)F)C#C